2-methacrylamido-n-butanesulfonic acid C(C(=C)C)(=O)NC(CS(=O)(=O)O)CC